N1C(=NCC1)SCCN1CCCCC1 1-(2-((4,5-dihydro-1H-imidazol-2-yl)thio)ethyl)piperidine